OCC1=C(C(=O)O)C=C(C=C1)S(=O)(=O)C 2-(hydroxymethyl)-5-(methylsulfonyl)benzoic acid